N(CC(=O)[O-])(CC(=O)[O-])CC(=O)[O-].[Na+].[Ca+2] Calcium sodium nitrilotriethanoate